C(CC)OCC1CN(CCO1)CCC 3-(2-(propoxymethyl)morpholinyl)propane